(M)-(7S)-4-(1,6-dimethyl-1H-indazol-7-yl)-7-methyl-2-(2-(2-propenoyl)-2,6-diazaspiro[3.4]octan-6-yl)-7,8-dihydro-5H-pyrano[4,3-b]pyridine-3-carbonitrile CN1N=CC2=CC=C(C(=C12)C1=C2C(=NC(=C1C#N)N1CC3(CN(C3)C(C=C)=O)CC1)C[C@@H](OC2)C)C